O=C1CCN(CCC1)C(=O)OCC1=CC=CC=C1 benzyl 4-oxoazepane-1-carboxylate